3-(4-oxopiperidin-1-yl)prop-1-yn O=C1CCN(CC1)CC#C